ClC1=C(C(=O)NCC2=NC=C(C=C2Cl)C(F)(F)F)C(=CC=C1)Cl 2,6-dichloro-N-[(3-chloro-5-trifluoromethyl-2-pyridinyl)methyl]benzamide